2-bromo-1-(3-tert-butylphenyl)ethanone BrCC(=O)C1=CC(=CC=C1)C(C)(C)C